Ethane-1,2-disulfonate C(CS(=O)(=O)[O-])S(=O)(=O)[O-]